OCC1=CC=C(C=C1)CC#N 2-(4-hydroxymethyl-phenyl)-acetonitrile